C1(=C(C=CC=C1)C1=NC(=NC(=C1)C1=CC=CC=C1)Cl)C1=CC=CC=C1 4-([1,1'-biphenyl]-2-yl)-2-chloro-6-phenylpyrimidine